3-(7-((3,3-difluoro-1-methylpiperidin-4-yl)amino)-3-ethylbenzofuran-2-yl)prop-2-yn FC1(CN(CCC1NC1=CC=CC=2C(=C(OC21)C#CC)CC)C)F